methyl-2-cyano-4-methylpent-2-ene 2,3,5,6-Tetrafluorophenyl-N6-(tert-butoxycarbonyl)-N2-oleoyl-L-lysinate FC1=C(C(=C(C=C1F)F)F)N([C@@H](CCCCNC(=O)OC(C)(C)C)C(=O)O)C(CCCCCCC\C=C/CCCCCCCC)=O.CCC(=CC(C)C)C#N